methyl (Z)-2-[5-(3-isopropylpyrazol-1-yl)-2,4-dimethyl-phenoxy]-3-methoxy-prop-2-enoate C(C)(C)C1=NN(C=C1)C=1C(=CC(=C(O\C(\C(=O)OC)=C/OC)C1)C)C